C1(=CC=CC=C1)P(C(=C=C)C1=CC=C(C=C1)OC(F)(F)F)(C1=CC=CC=C1)=O diphenyl(1-(4-(trifluoromethoxy)phenyl)propa-1,2-dien-1-yl)phosphine oxide